(S)-1-(2-((R)-3-((6-chloro-5-methylpyridazin-3-yl)amino)piperidin-1-yl)ethyl)pyrrolidin-3-ol ClC1=C(C=C(N=N1)N[C@H]1CN(CCC1)CCN1C[C@H](CC1)O)C